6-(3,4-dichloro-phenyl)-pyrimidine-4-carboxylic acid (6-methyl-pyridin-3-yl)-amide CC1=CC=C(C=N1)NC(=O)C1=NC=NC(=C1)C1=CC(=C(C=C1)Cl)Cl